dinonyl-naphthalenesulfonic acid anion C(CCCCCCCC)C=1C(=C(C2=CC=CC=C2C1)S(=O)(=O)[O-])CCCCCCCCC